C1(CC1)OC=1C=C(C=CC1OC)C(CN1C(=CC(C=C1C)=O)C)O 1-(2-(3-cyclopropoxy-4-methoxyphenyl)-2-hydroxyethyl)-2,6-dimethylpyridin-4(1H)-one